COC=1C=C(C=CC1OC)/C=C/C(=O)NCCC1=CC=C(C=C1)OC (E)-3-(3,4-dimethoxyphenyl)-N-(4-methoxyphenylethyl)-acrylamide